C(CCCCCCCCCCC)(=O)OC=C(C)CCC[C@@H](C)[C@H]1CC[C@H]2[C@@H]3CCC4CCCC[C@]4(C)[C@H]3CC[C@]12C cholestenyl laurate